NC1=CC(=C(C(=C1C(C)=O)F)C=1CCN(CC1)C)F 1-(6-amino-2,4-difluoro-3-(1-methyl-1,2,3,6-tetrahydropyridin-4-yl)phenyl)ethan-1-one